BrC1=C(C=CC(=N1)N(CC1=CC=C(C=C1)OC)CC1=CC=C(C=C1)OC)C(F)(F)F 6-Bromo-N,N-bis(4-methoxybenzyl)-5-(trifluoromethyl)pyridin-2-amine